(3-methyl-3-oxetanylmethoxy)benzene CC1(COC1)COC1=CC=CC=C1